(R)-3-amino-1-(4-((6-amino-9H-purin-9-yl)methyl)-6-(3-fluorophenyl)pyridin-3-yl)-N-methylpiperidine-3-carboxamide N[C@]1(CN(CCC1)C=1C=NC(=CC1CN1C2=NC=NC(=C2N=C1)N)C1=CC(=CC=C1)F)C(=O)NC